C(C)(C)(C)OC(=O)N1[C@@H](C[C@H](C1)NC(=O)C=1OC(=NN1)C1=C(C=CC(=C1)OC(F)(F)F)CC=C)CN1N=NC=C1 (2S,4R)-2-((1H-1,2,3-triazol-1-yl)methyl)-4-(5-(2-allyl-5-(trifluoromethoxy)phenyl)-1,3,4-oxadiazole-2-carboxamido)pyrrolidine-1-carboxylic acid tert-butyl ester